Benzyl (5-{bis[3-(2,3,4,6-tetra-O-benzyl-α-D-mannopyranosyl)propyl]amino} pentyl)carbamate C(C1=CC=CC=C1)O[C@@H]1[C@H](O[C@@H]([C@H]([C@@H]1OCC1=CC=CC=C1)OCC1=CC=CC=C1)COCC1=CC=CC=C1)CCCN(CCCCCNC(OCC1=CC=CC=C1)=O)CCC[C@@H]1[C@@H](OCC2=CC=CC=C2)[C@@H](OCC2=CC=CC=C2)[C@H](OCC2=CC=CC=C2)[C@H](O1)COCC1=CC=CC=C1